CC(=O)O[C@H]1[C@@H](C(C[C@@H]2[C@]13CO[C@@]24CC[C@@H]5[C@]6(CC[C@@H](C([C@@H]6CC[C@]5([C@@]4(C[C@H]3O)C)C)(C)C)O[C@H]7[C@@H]([C@H]([C@H](CO7)O[C@H]8[C@@H]([C@H]([C@@H]([C@H](O8)CO)O)O)O[C@H]9[C@@H]([C@H]([C@@H](CO9)O)O)O)O)O[C@H]1[C@@H]([C@H]([C@@H]([C@H](O1)CO)O)O)O)C)(C)C)OC(=O)C The molecule is a triterpenoid saponin that is 3,16-dihydroxy-13,28-epoxyoleanane-21,22-diyl diacetate attached to a tetrasaccharide residue at position 3 via a glycosidic linkage. Isolated from the aerial parts of Lysimachia clethroides, it exhibits antineoplastic activity. It has a role as an antineoplastic agent and a plant metabolite. It is an acetate ester, a cyclic ether, a hexacyclic triterpenoid, a secondary alcohol, a tetrasaccharide derivative and a triterpenoid saponin. It derives from a hydride of an oleanane.